[K+].FC1=CC=2N(C=C1)C(=C(N2)C)C(=O)[O-] 7-fluoro-2-methylimidazo[1,2-a]pyridine-3-carboxylic acid potassium salt